4-((3,4-dichlorobenzyl)thio)benzaldehyde ClC=1C=C(CSC2=CC=C(C=O)C=C2)C=CC1Cl